C(C)(C)(C)OC(=O)N1C(C2=CC3=C(N=C(N=C3)SC)N2C2(C1)CCCCC2)=O (methylthio)-6'-oxo-6'H-spiro[cyclohexane-1,9'-pyrazino[1',2':1,5]pyrrolo[2,3-d]pyrimidine]-7'(8'H)-carboxylic acid tert-butyl ester